1-(4-amino-3,5-dichlorophenyl)-2-(butylamino)-1-ethanol NC1=C(C=C(C=C1Cl)C(CNCCCC)O)Cl